3-(2-((3-methoxy-1-methyl-1H-pyrazol-4-yl)amino)-5-methylpyrimidin-4-yl)-1H-indol-7-amine COC1=NN(C=C1NC1=NC=C(C(=N1)C1=CNC2=C(C=CC=C12)N)C)C